ClC=1C(=C(C=C(C1)OCOCC)B1OC(C(O1)(C)C)(C)C)C1CC1 2-(3-Chloro-2-cyclopropyl-5-(ethoxymethoxy)phenyl)-4,4,5,5-tetramethyl-1,3,2-dioxaborolane